ClC1=NC=CC=C1C(C1(CCN(CC1)C(=O)OC(C)(C)C)C)O tert-butyl 4-((2-chloropyridin-3-yl) (hydroxy) methyl)-4-methylpiperidine-1-carboxylate